7-(Methoxymethyl)-1-methyl-4-[4-methyl-4-(5-methyl-1,3-benzooxazol-2-yl)piperidin-1-yl]-2-oxo-1,2-dihydro-quinoline-3-carbonitrile COCC1=CC=C2C(=C(C(N(C2=C1)C)=O)C#N)N1CCC(CC1)(C=1OC2=C(N1)C=C(C=C2)C)C